6-methyl-2-(6-(trifluoromethyl)pyridin-2-yl)-2,8-diazaspiro[4.5]decan-1-one CC1C2(CCN(C2=O)C2=NC(=CC=C2)C(F)(F)F)CCNC1